CC12CNCC2C1C(=O)NC(C)(C)C1=NC=C2N1C=CC=C2SC 1-methyl-N-(2-(8-(methylthio)imidazo[1,5-a]pyridin-3-yl)propan-2-yl)-3-azabicyclo[3.1.0]hexane-6-carboxamide